trans-1,2-difluoropropene FC=C(C)F